tert-butyl-3-[5-(2,2-difluorocyclopropyl)-4-iodo-isoxazol-3-yl]pyrazolo[3,4-d]pyrimidin-4-amine C(C)(C)(C)C1=NC(=C2C(=N1)NN=C2C2=NOC(=C2I)C2C(C2)(F)F)N